(Z)-6-bromo-2-((2,2-difluoroethyl)imino)benzo[b]thiophen-3(2H)-one BrC=1C=CC2=C(S\C(\C2=O)=N/CC(F)F)C1